NCC1CC(N(C1)C1=CC=CC=C1)=O 4-(aminomethyl)-1-phenylpyrrolidin-2-one